[Cu].C1(=CC=CC=C1)P(C1=CC=CC=C1)C1=CC=CC=C1 (triphenyl-phosphine) copper